1,2-dimethylimidazole-4-sulfonyl chloride CN1C(=NC(=C1)S(=O)(=O)Cl)C